ClC1=C2C(CN(C2=CC=C1)C)=[N+]=[N-] 4-chloro-3-diazo-1-methylindoline